C1CCCC12CC(=CCC2)C(CCC=C)=O 1-spiro(4.5)-7-decen-7-yl-4-penten-1-one